4-[(5-fluoro-2-methyl-3-oxo-4H-quinoxalin-6-yl)methyl]Piperazine FC1=C2NC(C(=NC2=CC=C1CN1CCNCC1)C)=O